FC1=C(C=C(C(=C1)C1=NC(=CC=C1)OCC=1SC(=NN1)OC)F)CC=1N(C2=C(N1)C=CC(=C2)C(=O)O)C[C@H]2OCC2 2-[[2,5-difluoro-4-[6-[(5-methoxy-1,3,4-thiadiazol-2-yl)methoxy]-2-pyridyl]phenyl]methyl]-3-[[(2S)-oxetan-2-yl]methyl]benzimidazole-5-carboxylic acid